3-((6-methoxypyridin-2-yl)methyl)-5-methyl-7-((6-methylpyridin-2-yl)methyl)-3,5-dihydro-4H-pyridazino[4,5-b]indol-4-one COC1=CC=CC(=N1)CN1N=CC2=C(N(C=3C=C(C=CC23)CC2=NC(=CC=C2)C)C)C1=O